C(C1=CC=CC=C1)OC1=CC=C(C=C1)C(=C)C1=CC=C(C=N1)OC1CC(C1)NC(OC(C)(C)C)=O tert-butyl ((1r,3r)-3-((6-(1-(4-(benzyloxy)phenyl)vinyl)pyridin-3-yl)oxy) cyclobutyl)carbamate